(1-(methyl-d3)-1H-pyrazol-3-yl)methanol 1,1-Dimethylethyl-[(3R)-1-({1-methyl-2-[1-(4-pyridinylmethyl)-1H-indol-2-yl]-1H-benzimidazol-5-yl}carbonyl)-3-piperidinyl]carbamate CC(C)(C)N(C(=O)OCC1=NN(C=C1)C([2H])([2H])[2H])[C@H]1CN(CCC1)C(=O)C1=CC2=C(N(C(=N2)C=2N(C3=CC=CC=C3C2)CC2=CC=NC=C2)C)C=C1